Cl.Cl.CC1=CN=CC2=CC=CC=C12 4-methyl-isoquinoline, dihydrochloride